7'-bromo-5'-(trifluoromethyl)spiro[cyclopropane-1,3'-indoline]-2'-one BrC=1C=C(C=C2C3(C(NC12)=O)CC3)C(F)(F)F